C(C)(=O)OC=1C=C2C(=CC=NC2=CC1OC)Cl 4-Chloro-7-methoxyquinolin-6-yl acetate